ClC=1C=C2C(=NC(=NC2=C(C1C1=C2C(=NNC2=CC=C1C)C)F)N1CC(C1)NC)N1C[C@H](N(C[C@@H]1C)C(C=C)=O)C 1-((2R,5S)-4-(6-chloro-7-(3,5-dimethyl-1H-indazol-4-yl)-8-fluoro-2-(3-(methylamino)azetidin-1-yl)quinazolin-4-yl)-2,5-dimethylpiperazin-1-yl)prop-2-en-1-one